1-(2-(benzyloxy)-5-fluorophenyl)cyclopropan-1-amine C(C1=CC=CC=C1)OC1=C(C=C(C=C1)F)C1(CC1)N